4-(5-(4-Chlorophenyl)-3-(quinoxalin-6-yl)-4,5-dihydro-1H-pyrazol-1-yl)-4-oxobutanoic acid ClC1=CC=C(C=C1)C1CC(=NN1C(CCC(=O)O)=O)C=1C=C2N=CC=NC2=CC1